N-[3-[2-(difluoromethoxy)-5-(3-pyridylsulfonyl)phenyl]-1-methyl-pyrazol-4-yl]pyrazolo[1,5-a]pyrimidine-3-carboxamide FC(OC1=C(C=C(C=C1)S(=O)(=O)C=1C=NC=CC1)C1=NN(C=C1NC(=O)C=1C=NN2C1N=CC=C2)C)F